[Cl-].[Cl-].C(C)[Ti+2](C1C=CC2=CC=CC=C12)C1C=CC2=CC=CC=C12 ethyl-bis(1-indenyl)titanium dichloride